C(C)(C)(C)OC(NC(CN1C(NC=C(C1=O)C(C)=NOC(C)C)=O)C(C)C)=O (1-(5-(1-(isopropoxyimino)ethyl)-2,6-dioxo-3,6-dihydropyrimidin-1(2H)-yl)-3-methylbutan-2-yl)carbamic acid tert-butyl ester